N-(4-(4-aminobutyl)-1-phenyl-1H-imidazol-2-yl)-3-(1-methyl-1H-pyrazol-4-yl)benzamide NCCCCC=1N=C(N(C1)C1=CC=CC=C1)NC(C1=CC(=CC=C1)C=1C=NN(C1)C)=O